CCCCCCCC\C=C\CC (E)-9-dodecen